ClC1C=C(C(=O)NC)C=CC1(C)N1C(C(=CC=C1C)OCC1=C(C=C(C=C1)F)F)=O 3-chloro-4-[(2,4-difluorobenzyloxy)-6-methyl-2-oxopyridin-1(2H)-yl]-N,4-dimethylbenzamide